C(C)C1=C(C2=C(C=N1)C=NN2C)N 6-ETHYL-1-METHYL-1H-PYRAZOLO[4,3-C]PYRIDIN-7-AMINE